C1(=CC=CC=C1)C1(COC1)C1=CC=C(C(=O)OC)C=C1 methyl 4-(3-phenyloxetan-3-yl)benzoate